3-bromo-5-((tetrahydro-2H-pyran-2-yl)methyl)-5,6-dihydrobenzo[4,5]imidazo[2,1-a]isoquinoline-5-carboxylate BrC1=CC=2C(CN3C(C2C=C1)=NC1=C3C=CC=C1)(C(=O)[O-])CC1OCCCC1